N[C@@H]1CN(CC[C@H]1F)C1=NC2=C(N1CC(=O)N1[C@@H](COCC1)COC)C=C(C=C2)F 2-(2-((3R,4R)-3-amino-4-fluoropiperidin-1-yl)-6-fluoro-1H-benzo[d]imidazol-1-yl)-1-((R)-3-(methoxymethyl)morpholino)ethan-1-one